C(C)(C)(C)OC(=O)O[C@@H]1[C@H]([C@H](N(C1)C(=O)OC(C)(C)C)CC1=CC=C(C=C1)OC)OC(NCC=1N=NNC1)=O tert-butyl (2R,3S,4S)-4-[(tert-butoxycarbonyl)oxy]-2-[(4-methoxyphenyl) methyl]-3-{[(1H-1,2,3-triazol-4-ylmethyl)carbamoyl]oxy}pyrrolidine-1-carboxylate